FC1=C(C(=CC(=C1)F)OC)C=1C2=C(C(=NC1C1=NN3C([C@@H](N(CC3)C(=O)OC(C)(C)C)CCCCOC)=C1)C=1C=C3C=NN(C3=CC1)C)C=CS2 tert-butyl (4S)-2-[7-(2,4-difluoro-6-methoxy-phenyl)-4-(1-methylindazol-5-yl)thieno[3,2-c]pyridin-6-yl]-4-(4-methoxybutyl)-6,7-dihydro-4H-pyrazolo[1,5-a]pyrazine-5-carboxylate